ClC=1C(=NC=C(C1[C@@H](C)OC=1C=C2C(=NNC2=CC1)C=1C=CC(=NC1)N1CC2(CN(C2)C(=O)OC)C1)Cl)F methyl 6-[5-[5-[(1R)-1-(3,5-dichloro-2-fluoro-4-pyridyl)ethoxy]-1H-indazol-3-yl]-2-pyridyl]-2,6-diazaspiro[3.3]heptane-2-carboxylate